C(C)OC(=O)C1=CC=2C(=NC(=CC2)Br)N1CCN 1-(2-aminoethyl)-6-bromo-1H-pyrrolo[2,3-b]pyridine-2-carboxylic acid ethyl ester